FC1=C(C=CC=C1F)C=1C=CC=2C(=NC=C(N2)N2CCC3([C@@H](C=4N(N=CC4)C3)N)CC2)N1 (S)-1-(6-(2,3-difluorophenyl)pyrido[2,3-b]pyrazin-2-yl)-4'H,6'H-spiro[piperidine-4,5'-pyrrolo[1,2-b]pyrazol]-4'-amine